C(C)(=O)C1=C(C=C(C=C1)Cl)C1=CC(N(C=C1OC)C(C(=O)NC1=C(C=C(C=C1)C#N)F)CC1=CC=CC=C1)=O 2-(4-(2-acetyl-5-chlorophenyl)-5-methoxy-2-oxopyridin-1(2H)-yl)-N-(4-cyano-2-fluorophenyl)-3-phenylpropionamide